boron bisphosphonate boron [B+3].P([O-])([O-])=O.P([O-])([O-])=O.[B+3]